3-Hydroxypyridin-2-One OC=1C(NC=CC1)=O